N1(CCCCC1)C1=C2C(=NC=C1)NC=C2C=2C=NNC2 4-(1-piperidinyl)-3-(1H-pyrazol-4-yl)-1H-pyrrolo[2,3-b]pyridine